CC1=C(C2=CC=CC=C2C(C1=O)=O)N 2-methyl-3,4-dioxo-3,4-dihydronaphthalen-1-amine